C(#N)C1=CC=C(C=C1)N1CC(N(C2(CN(C2)C(=O)OC)C1=O)CC1=CC=C(C=C1)C(F)(F)F)=O methyl 8-(4-cyanophenyl)-6,9-dioxo-5-(4-(trifluoromethyl)benzyl)-2,5,8-triazaspiro[3.5]-nonane-2-carboxylate